2-ethyl-nicotine CCC1=NC=C(C=C1)C1N(C)CCC1